C(=O)([O-])CN([C@@H](CCC(=O)[O-])C(=O)[O-])CC(=O)[O-].[Na+].[Na+].[Na+].[Na+] natrium N,N-bis(carboxylatomethyl)-L-glutamat